FC1=CC=C(C=C1)C1(OC2=C(O1)C=CC=C2C2CCN(CC2)CC2=C(C=C(C=N2)C2=NOC(=N2)C(F)(F)F)C)C 3-(6-((4-(2-(4-fluorophenyl)-2-methylbenzo[d][1,3]dioxol-4-yl)piperidin-1-yl)methyl)-5-methylpyridin-3-yl)-5-(trifluoromethyl)-1,2,4-oxadiazole